N-(tert-butyl)-3-((2-((4-(4-(2-(2,6-dioxopiperidin-3-yl)benzyl)piperazin-1-yl)phenyl)amino)-5-methylpyrimidin-4-yl)amino)benzenesulfonamide C(C)(C)(C)NS(=O)(=O)C1=CC(=CC=C1)NC1=NC(=NC=C1C)NC1=CC=C(C=C1)N1CCN(CC1)CC1=C(C=CC=C1)C1C(NC(CC1)=O)=O